arsenic-indium [In].[As]